3-(4-chlorophenyl)thiophene ClC1=CC=C(C=C1)C1=CSC=C1